5-phenyl-N-(4-trifluoromethylphenyl)-1,3,4-thiadiazol-2-amine C1(=CC=CC=C1)C1=NN=C(S1)NC1=CC=C(C=C1)C(F)(F)F